NCCN(C(C1=C(C=C(C=C1)NC=1C=2N(C=CN1)C(=CN2)C2=C(C(=C(C=C2)Cl)F)F)C)=O)C N-(2-aminoethyl)-4-[[3-(4-chloro-2,3-difluoro-phenyl)imidazo[1,2-a]pyrazin-8-yl]amino]-N,2-dimethyl-benzamide